bromo-3,4-dihydroquinolin-2(1H)-one BrN1C(CCC2=CC=CC=C12)=O